N-(2-((S)-1-(3-ethoxy-4-methoxyphenyl)-2-(methylsulfonyl)ethyl)-1,3-dioxoisoindolin-4-yl)pentanamide tert-Butyl-(1R,3r,5S)-8-azaspiro[bicyclo[3.2.1]octane-3,2'-oxirane]-8-carboxylate C(C)(C)(C)OC(=O)N1[C@H]2CC3(OC3)C[C@@H]1CC2.C(C)OC=2C=C(C=CC2OC)[C@@H](CS(=O)(=O)C)N2C(C1=CC=CC(=C1C2=O)NC(CCCC)=O)=O